F[C@@H]\1[C@@]2(CCC[C@H](C/C1=C\C=1N=CC(=NC1)C=1C(=CC(=NC1)N1C=NC=C1)O)N2)C 5-(5-((E)-((1S,2S,5R)-2-fluoro-1-methyl-9-azabicyclo[3.3.1]non-3-ylidene)methyl)pyrazin-2-yl)-2-(1H-imidazol-1-yl)pyridin-4-ol